C[C@H]1CN(CC2=CC(=CC=C12)NC(=O)C=1C=NC=C(C1)C(F)(F)F)C1CC(N(CC1)C)=O N-[(4R)-4-methyl-2-(1-methyl-2-oxo-4-piperidyl)-3,4-dihydro-1H-isoquinolin-7-yl]-5-(trifluoromethyl)pyridine-3-carboxamide